N[C@]12CN(CC2C1)C1=NC(=CC(=C1)C=1C=C(C=CC1C)NC(=O)N1C[C@@H](CC1)CC(F)(F)F)N1CCOCC1 (3S)-N-(3-{2-[(1R)-1-amino-3-azabicyclo[3.1.0]hexan-3-yl]-6-(morpholin-4-yl)pyridin-4-yl}-4-methylphenyl)-3-(2,2,2-trifluoroethyl)pyrrolidine-1-carboxamide